ClC1=C(C(=NC=C1)CC#N)OC 2-(4-chloro-3-methoxypyridin-2-yl)acetonitrile